N-(3-fluoro-4-((1-isopropyl-2-oxo-2,3-dihydro-1H-imidazo[4,5-b]pyridine-7-yl)oxy)phenyl)-1-(pyrimidine-5-yl)-5-(trifluoromethyl)-1H-pyrazole-4-carboxamide FC=1C=C(C=CC1OC1=C2C(=NC=C1)NC(N2C(C)C)=O)NC(=O)C=2C=NN(C2C(F)(F)F)C=2C=NC=NC2